C(C)(C)(C)OC(NC1CCC(CC1)(O)CN1C[C@@H](CC1)C1=CC(=C2C=NN(C2=C1)C)C1=C(C=C(C=C1)F)C(N(C(C)C)CC)=O)=O N-[(1s,4s)-4-{[(3S)-3-(4-{2-[ethyl(isopropyl)carbamoyl]-4-fluorophenyl}-1-methyl-1H-indazol-6-yl)pyrrolidin-1-yl]methyl}-4-hydroxycyclohexyl]carbamic acid tert-butyl ester